4-[5-[(1S)-2-amino-1-hydroxyethyl]pyridin-2-yl]-3-[5-(3-fluorophenyl)-2-methylpyrazol-3-yl]oxybenzonitrile NC[C@@H](O)C=1C=CC(=NC1)C1=C(C=C(C#N)C=C1)OC=1N(N=C(C1)C1=CC(=CC=C1)F)C